OC=1NC2=CC=CC=C2C(C1C(=O)NC1=CC=NC=C1)=O 2-hydroxy-4-oxo-N-pyridin-4-yl-1H-quinoline-3-carboxamide